6-[5-[5-[(1R)-1-(3,5-dichloro-2-methyl-4-pyridyl)ethoxy]-6-methoxy-1H-indazol-3-yl]-2-pyridyl]-2-oxa-6-azaspiro[3.3]heptane ClC=1C(=NC=C(C1[C@@H](C)OC=1C=C2C(=NNC2=CC1OC)C=1C=CC(=NC1)N1CC2(COC2)C1)Cl)C